CNC(C(=O)O)CC=1C=NC(=CC1)OC 2-(Methylamino)-3-(6-methoxypyridin-3-yl)propanoic acid